Triphenylphosphine gold (I) bis(trifluoromethanesulfonyl)imide [N-](S(=O)(=O)C(F)(F)F)S(=O)(=O)C(F)(F)F.[Au+].C1(=CC=CC=C1)P(C1=CC=CC=C1)C1=CC=CC=C1